NC1=NC=C(C#N)C(=C1)OCC1OCCC1 6-amino-4-((tetrahydrofuran-2-yl)methoxy)nicotinonitrile